CN1N=CC(=C1)C=1C=C2C(=NC=NN2C1)N1C[C@@H]2CCC(C1)N2C2CC(C2)C#N (1S,3s)-3-(3-(6-(1-methyl-1H-pyrazol-4-yl)pyrrolo[2,1-f][1,2,4]triazin-4-yl)-3,8-diazabicyclo[3.2.1]oct-8-yl)cyclobutane-1-carbonitrile